3'-(3-Chloro-2-methoxyanilino)-2'-(3-{[(2S)-4-Methylmorpholin-2-yl]methoxy}pyridin-4-yl)-1',7'-dihydrospiro[Cyclopropan-1,6'-pyrrolo[3,2-c]pyridin]-4'(5'H)-on ClC=1C(=C(NC2=C(NC3=C2C(NC2(C3)CC2)=O)C2=C(C=NC=C2)OC[C@@H]2CN(CCO2)C)C=CC1)OC